4-(octylamino)butanesulfonic acid C(CCCCCCC)NCCCCS(=O)(=O)O